3-(4-Aminoimidazo[2,1-f][1,2,4]triazin-7-yl)-N-cyclopropyl-4-methylbenzenesulfonamide NC1=NC=NN2C1=NC=C2C=2C=C(C=CC2C)S(=O)(=O)NC2CC2